BrC1=CC2=C(S(C(C2=O)(C)C)(=O)=O)C=C1 5-bromo-2,2-dimethyl-benzo[b]thiophene-3(2H)-one-1,1-dioxide